O=C1CC(CN1C1=CC(=NC=C1)C(F)(F)F)C(=O)O 5-oxo-1-[2-(trifluoromethyl)-4-pyridinyl]pyrrolidine-3-carboxylic acid